2-(4-(((1s,3s)-3-((3-cyanophenyl)sulfonamido)cyclobutyl)amino)-1H-pyrrolo[2,3-b]pyridin-5-yl)-N-methyloxazole-4-carboxamide C(#N)C=1C=C(C=CC1)S(=O)(=O)NC1CC(C1)NC1=C2C(=NC=C1C=1OC=C(N1)C(=O)NC)NC=C2